(2,2,5,5-tetramethylpyrrolidin-1-yl)-3-(m-tolyloxy)propan-2-ol CC1(N(C(CC1)(C)C)CC(COC=1C=C(C=CC1)C)O)C